BrC1=CC=C2C=C(C(NC2=C1F)=O)Cl 7-bromo-3-chloro-8-fluoro-1H-quinolin-2-one